C(C)(=O)N[C@H]1[C@@H](CC(C[C@@H]1N/C(=N\C(=O)OC(C)(C)C)/NC(=O)OC(C)(C)C)OC(C(F)(F)F)=O)OC(CC)CC (3R,4R,5S)-4-acetamido-5-((E)-2,3-bis(tert-butoxycarbonyl)guanidino)-3-(pent-3-yloxy)cyclohexyl-Trifluoroacetic acid